NC1=C(C=C(C=C1C(=O)N)C#CC1=CC(=CC=C1)Br)C1=CC=C(C=C1)S(N)(=O)=O 2-amino-5-((3-bromophenyl)ethynyl)-4'-sulfamoyl-[1,1'-biphenyl]-3-carboxamide